3,3'-dimethoxy-2,5'-diaminobiphenyl (S)-tert-Butyl-4-(6,7-dichloro-1-(2-cyclopropylphenyl)-2-oxo-1,2-dihydropyrido[2,3-d]pyrimidin-4-yl)-3-methylpiperazine-1-carboxylate C(C)(C)(C)OC(=O)N1C[C@@H](N(CC1)C=1C2=C(N(C(N1)=O)C1=C(C=CC=C1)C1CC1)N=C(C(=C2)Cl)Cl)C.COC=2C(=C(C=CC2)C2=CC(=CC(=C2)N)OC)N